2-benzyloxy-6-(3-methoxyazetidin-1-yl)pyridine C(C1=CC=CC=C1)OC1=NC(=CC=C1)N1CC(C1)OC